[C@@H]12CN(C[C@@H](CC1)C2)CCNC(C2=CC=C(C=C2)C2=NOC(=N2)C(F)(F)F)=O N-(2-((1R,5S)-3-Azabicyclo[3.2.1]octan-3-yl)ethyl)-4-(5-(trifluoromethyl)-1,2,4-oxadiazol-3-yl)benzamide